ClC1N(C(=NC(=N1)Cl)C(C)(C)CC(C)(C)C)N 2,4-dichloro-6-tert-octyl-amino-s-triazine